C1(CCCCC1)C[C@H](N)C(=O)O β-cyclohexyl-alanine